CC(=CCC[C@@](C)([C@H]1CC[C@@]2([C@@H]1[C@@H](C[C@H]3[C@]2(CC[C@@H]4[C@@]3(CC[C@@H](C4(C)C)O[C@H]5[C@@H]([C@H]([C@@H]([C@H](O5)CO)O)O)O[C@H]6[C@@H]([C@H]([C@@H]([C@H](O6)CO)O)O)O)C)C)O)C)O)C The molecule is a ginsenoside found in Panax ginseng and Panax japonicus var. major that is dammarane which is substituted by hydroxy groups at the 3beta, 12beta and 20 pro-S positions, in which the hydroxy group at position 3 has been converted to the corresponding beta-D-glucopyranosyl-beta-D-glucopyranoside, and in which a double bond has been introduced at the 24-25 position. It has a role as an apoptosis inducer, an antineoplastic agent, a plant metabolite and an angiogenesis modulating agent. It is a ginsenoside, a tetracyclic triterpenoid and a glycoside. It derives from a (20S)-protopanaxadiol. It derives from a hydride of a dammarane.